(1S,2S)-N1-((6-methylpyridin-2-yl)methyl)-N2-(2-methylquinolin-8-yl)cyclohexane-1,2-diamine CC1=CC=CC(=N1)CN[C@@H]1[C@H](CCCC1)NC=1C=CC=C2C=CC(=NC12)C